formylpterin C(=O)NC1=NC2=NC=CN=C2C(N1)=O